C(N)(OC[C@]1(COCC1)O)=O.OC=1C=C(C=C(C1O)O)C=CC1=CC=CC=C1 3,4,5-trihydroxy-1,2-diphenyl ethylene (S)-((3-hydroxytetrahydrofuran-3-yl) methyl) carbamate